N-(5-Acetyl-2-chlorobenzene-1-sulfonyl)-6-(azetidin-1-yl)-4-fluoro-1-benzofuran-2-carboxamide C(C)(=O)C=1C=CC(=C(C1)S(=O)(=O)NC(=O)C=1OC2=C(C1)C(=CC(=C2)N2CCC2)F)Cl